N1(CCCCC1)C1CCN(CC1)C1=CC(=C(N)C=C1)OC(F)F 4-([1,4'-bipiperidin]-1'-yl)-2-(difluoromethoxy)aniline